N-(5-(2-fluoro-6-methoxyphenyl)-1H-pyrazolo[3,4-c]pyridin-3-yl)-4-methylbenzamide FC1=C(C(=CC=C1)OC)C=1C=C2C(=CN1)NN=C2NC(C2=CC=C(C=C2)C)=O